CC1=C(C=C(C=C1NC1CCOCC1)C1=CC=C(C=C1)CN1CCOCC1)C(=O)OC Methyl 4-methyl-4'-(morpholinomethyl)-5-[(tetrahydro-2H-pyran-4-yl) amino]-(1,1'-biphenyl)-3-carboxylate